C(C)(C)(C)OC(C[C@H](CCCC)NC1=NC(=NC(=C1CC1=C(C=CC(=C1)CO)OC)C)N)=O (S)-3-((2-amino-5-(5-(hydroxymethyl)-2-methoxybenzyl)-6-methyl-pyrimidin-4-yl)amino)heptanoic acid tert-butyl ester